N-((1s,3s)-3-(6-((1-(6-(2-((2-(2,6-dioxopiperidin-3-yl)-1,3-dioxoisoindolin-5-yl)oxy)acetamido)hexyl)piperidin-4-yl)amino)-9H-purin-9-yl)cyclobutyl)-6-methylpicolinamide O=C1NC(CC[C@@H]1N1C(C2=CC=C(C=C2C1=O)OCC(=O)NCCCCCCN1CCC(CC1)NC1=C2N=CN(C2=NC=N1)C1CC(C1)NC(C1=NC(=CC=C1)C)=O)=O)=O